FC1=C(C=CC(=C1F)OC)C1CC(C(C(C1)=O)=CNCCN(C)C)=O 5-(2,3-difluoro-4-methoxyphenyl)-2-(((2-(dimethylamino)ethyl)amino)methylene)cyclohexane-1,3-dione